mono(12-hydroxy-9-octadecenyl) phosphate P(=O)(OCCCCCCCCC=CCC(CCCCCC)O)([O-])[O-]